4-chloro-2-(((1R,3S)-3-(6-nitro-1-oxoisoindolin-2-yl)cyclohexyl)amino)pyrimidine-5-carbonitrile ClC1=NC(=NC=C1C#N)N[C@H]1C[C@H](CCC1)N1C(C2=CC(=CC=C2C1)[N+](=O)[O-])=O